The molecule is a monocarboxylic acid anion that is the conjugate base of N-isobutyrylglycine, obtained by deprotonation of the carboxy group; major species at pH 7.3. It has a role as a human urinary metabolite. It is a N-acylglycinate and a monocarboxylic acid anion. It is a conjugate base of a N-isobutyrylglycine. CC(C)C(=O)NCC(=O)[O-]